(3S)-3-{4,5-difluoro-2',6'-dimethyl-[1,1'-biphenyl]-3-yl}-3-[(2S)-2-{[1-(difluoromethyl)-2-oxo-1,2-dihydropyridin-3-yl]formamido}-4-methylpentanamido]propanoic acid FC1=C(C=C(C=C1F)C1=C(C=CC=C1C)C)[C@H](CC(=O)O)NC([C@H](CC(C)C)NC(=O)C=1C(N(C=CC1)C(F)F)=O)=O